ClC1=C(C=C2C(=NNC2=C1)C1=CC(=NC=C1)C)C1C[C@@H]2[C@@H](CN(C2)C2CCSCC2)C1 6-chloro-3-(2-methylpyridin-4-yl)-5-((3aR,5s,6aS)-2-(tetrahydro-2H-thiopyran-4-yl)octahydrocyclopenta[c]pyrrol-5-yl)-1H-indazole